N-(1-(3-Fluoro-2'-methoxy-[1,1'-biphenyl]-4-yl)-2-oxopiperidin-3-yl)-benzofuran-2-sulfonamid FC=1C=C(C=CC1N1C(C(CCC1)NS(=O)(=O)C=1OC2=C(C1)C=CC=C2)=O)C2=C(C=CC=C2)OC